NC1=CC=C(C(=O)N[C@@H](CCC(=O)O)C(=O)O)C=C1 N-(4-aminobenzoyl)L-glutamic acid